3,5,5-trimethylhexane-1-ol CC(CCO)CC(C)(C)C